BrC1=C(C=C(C=C1)C=1OC2=CC=CC=3C2=C(C1)C=CC3)OC 2-(4-bromo-3-methoxyphenyl)benzo[de]chromene